3-(2H-1,3-benzodioxol-5-yl)-5-[(1,3-oxazol-2-ylsulfanyl)methyl]-1,2,4-oxadiazole O1COC2=C1C=CC(=C2)C2=NOC(=N2)CSC=2OC=CN2